bis((1-methyl-3-(2,3-dimethylbutan-2-yl)cyclopentyl)cyclopentadienyl)zirconium dichloride [Cl-].[Cl-].CC1(CC(CC1)C(C)(C(C)C)C)C1(C=CC=C1)[Zr+2]C1(C=CC=C1)C1(CC(CC1)C(C)(C(C)C)C)C